(3R,4S,5R,6R)-2,3,4,5-tetrakis(benzyloxy)-6-(((8-bromooctyl)oxy)methyl)tetrahydro-2H-pyran C(C1=CC=CC=C1)OC1O[C@@H]([C@H]([C@@H]([C@H]1OCC1=CC=CC=C1)OCC1=CC=CC=C1)OCC1=CC=CC=C1)COCCCCCCCCBr